C(C1=CC=CC=C1)N1CCN(CCCN(CCC1)CC=1C(=C(C=C(C1)C)CNC(CO)O)O)CC=1C(=C(C=C(C1)C)CNC(CO)O)O 1,1'-{(4-benzyl-1,4,8-triazacycloundecane-1,8-diyl)bis[methylene(2-hydroxy-5-methyl-3,1-phenylene)methyleneazanediyl]}di(ethane-1,2-diol)